tert-butyl 4-(1-methyl-2-(4-(methylsulfonyl)phenyl)-6-(4-(4-(tetrahydro-2H-pyran-4-yl)piperazin-1-yl)phenyl)-1H-benzo[d]imidazol-4-yl)-3,6-dihydropyridine-1(2H)-carboxylate CN1C(=NC2=C1C=C(C=C2C=2CCN(CC2)C(=O)OC(C)(C)C)C2=CC=C(C=C2)N2CCN(CC2)C2CCOCC2)C2=CC=C(C=C2)S(=O)(=O)C